Ethyl 9-methoxy-1-(4-(morpholinomethyl)phenyl)-1,4-dihydrothiochromeno[4,3-c]pyrazole-3-carboxylate 5,5-dioxide COC=1C2=C(C=CC1)S(CC1=C2N(N=C1C(=O)OCC)C1=CC=C(C=C1)CN1CCOCC1)(=O)=O